ClC=1C=C(C=C(C1)Cl)C1(CC(=NO1)C1=NC=C(C2=C1SC=C2)C(=O)N[C@@H](C(=O)NC)C)C(F)(F)F 7-[5-(3,5-dichlorophenyl)-4,5-dihydro-5-(trifluoromethyl)-3-isoxazolyl]-N-[(1R)-1-methyl-2-(methylamino)-2-oxo-ethyl]thieno[2,3-c]pyridine-4-carboxamide